BrC=1C=CC2=C(CC(CC=3N2C(=NN3)[C@@H]3CC[C@H](CC3)C(F)(F)F)O)C1 8-Bromo-1-[trans-4-(trifluoromethyl)cyclohexyl]-5,6-dihydro-4H-[1,2,4]triazolo[4,3-a][1]benzazepin-5-ol